N-[(6-Amino-2-pyridyl)sulfonyl]-6-(3-fluoro-5-isobutoxyphenyl)-2-(2,3,3-trimethylpyrrolidin-1-yl)pyridin-3-carboxamid NC1=CC=CC(=N1)S(=O)(=O)NC(=O)C=1C(=NC(=CC1)C1=CC(=CC(=C1)OCC(C)C)F)N1C(C(CC1)(C)C)C